1-ethyl-3-((S)-1,1,1,5,6,6-hexafluorohex-5-en-2-yl)-1-((S)-2,2,2-trifluoro-1-(5-methoxy-4-(8-methoxy-2-methylimidazo[1,2-a]pyrazin-6-yl)pyridin-2-yl)ethyl)urea C(C)N(C(=O)N[C@H](C(F)(F)F)CCC(=C(F)F)F)[C@H](C(F)(F)F)C1=NC=C(C(=C1)C=1N=C(C=2N(C1)C=C(N2)C)OC)OC